FC(C1=NOC=C1)(F)F 3-trifluoromethyl-isoxazol